CC1(OC=2C=C(C=C(C2C=C1)O)CCCCC)CCC=C(C)C 2-Methyl-2-(4-methyl-3-penten-1-yl)-7-pentyl-2H-chromen-5-ol